OC1=C(OC2=C(C(=CC(=C2)C)O)O)C(=CC(=C1)C)O 3-(2,6-dihydroxy-4-methylphenoxy)-5-methylbenzene-1,2-diol